2,4-bis(4-methoxyphenyl)-1,3,2,4-dithiadiphosphetane 1,3-dioxide COC1=CC=C(C=C1)P1S(P(S1=O)C1=CC=C(C=C1)OC)=O